C(=O)O.C(C)(C)(C)N1NN(C=C1)C 1-tertiary butyl-3-methyl-1,2,3-triazole formate